ClC1=C(C=CC(=C1)F)C1=CC(OC2=CC(=CC=C12)CN(C(=O)N1C[C@H](CCC1)C(=O)OCC)C)=O ethyl (S)-1-(((4-(2-chloro-4-fluorophenyl)-2-oxo-2H-chromen-7-yl)methyl)(methyl)carbamoyl)piperidine-3-carboxylate